O=C1NC(CCC1N1C(C2=CC=CC(=C2C1=O)OCCCNC(C)=O)=O)=O N-(3-((2-(2,6-dioxopiperidin-3-yl)-1,3-dioxoisoindolin-4-yl)oxy)propyl)acetamide